Tert-Butyl 4-[(4R,11aS)-2-(8-cyano-5-quinolyl)-4-methyl-1,3,4,6,11,11a-hexahydropyrazino[1,2-b]isoquinolin-9-yl]piperazine-1-carboxylate C(#N)C=1C=CC(=C2C=CC=NC12)N1C[C@H]2N(CC=3C=CC(=CC3C2)N2CCN(CC2)C(=O)OC(C)(C)C)[C@@H](C1)C